4-((2S,4S)-4-ethoxy-1-(fluoro(5-methoxy-7-methyl-1H-indol-4-yl)methyl)piperidin-2-yl)benzoic acid C(C)O[C@@H]1C[C@H](N(CC1)C(C1=C2C=CNC2=C(C=C1OC)C)F)C1=CC=C(C(=O)O)C=C1